FC=1C=C(C=CC1F)C1C(C(N(C1)O)=O)C(=O)NC1=C(C=CC=C1)F 4-(3,4-difluorophenyl)-N-(2-fluorophenyl)-1-hydroxy-2-oxo-3-pyrrolidinecarboxamide